3-((1-Ethyl-2,4-dioxo-3-(4-(trifluoromethyl)benzyl)-1,2,3,4,7,8-hexahydropyrido[4,3-d]pyrimidin-6(5H)-yl)methyl)benzonitrile C(C)N1C(N(C(C2=C1CCN(C2)CC=2C=C(C#N)C=CC2)=O)CC2=CC=C(C=C2)C(F)(F)F)=O